4-(4-((5-fluoro-4-(3-(2-oxo-1,3-oxazinan-3-yl)phenyl)pyrimidin-2-yl)amino)cyclohexane-1-carbonyl)piperazin FC=1C(=NC(=NC1)NC1CCC(CC1)C(=O)N1CCNCC1)C1=CC(=CC=C1)N1C(OCCC1)=O